N1-((S)-1-(((S)-4-hydroxy-3-oxo-1-((S)-2-oxopyrrolidin-3-yl)butan-2-yl)amino)-4-methyl-1-oxopentan-2-yl)-N2-(2-methoxyphenyl)oxalamide OCC([C@H](C[C@H]1C(NCC1)=O)NC([C@H](CC(C)C)NC(C(=O)NC1=C(C=CC=C1)OC)=O)=O)=O